N-ethyl-2-(ethylsulfonyl)-3-(5-(2,2,3,3,3-pentafluoropropoxy)pyridin-2-yl)pyrazolo[1,5-a]pyrimidin-7-amine C(C)NC1=CC=NC=2N1N=C(C2C2=NC=C(C=C2)OCC(C(F)(F)F)(F)F)S(=O)(=O)CC